ethyl-6-chloro-2-methyl-1-((2-(trimethylsilyl)ethoxy)methyl)-1H-thieno[2,3-d]imidazole tert-butyl-1-[4-[(2,6-dioxo-3-piperidyl)amino]-2-fluoro-phenyl]piperidine-4-carboxylate C(C)(C)(C)OC(=O)C1CCN(CC1)C1=C(C=C(C=C1)NC1C(NC(CC1)=O)=O)F.C(C)C1=C(C2=C(N=C(N2COCC[Si](C)(C)C)C)S1)Cl